(E)-3-(4-bromophenyl)-1-(4-(6-(2-methoxyethoxy)nicotinyl)piperazin-1-yl)prop-2-en-1-one BrC1=CC=C(C=C1)/C=C/C(=O)N1CCN(CC1)CC1=CN=C(C=C1)OCCOC